[Si](C1=CC=CC=C1)(C1=CC=CC=C1)(C(C)(C)C)OCC(CN1[C@@H](C=2NC3=CC=CC=C3C2C[C@H]1C)C1=CN=C(S1)O[C@@H]1CN(CCC1)CCCF)(F)F 5-((1S,3R)-2-(3-((tert-butyldiphenylsilyl)oxy)-2,2-difluoropropyl)-3-methyl-2,3,4,9-tetrahydro-1H-pyrido[3,4-b]indol-1-yl)-2-(((S)-1-(3-fluoropropyl)piperidin-3-yl)oxy)thiazole